COC(CCC(C)(C)N)=O Methyl-4-amino-4-methylpentanoate